C(CCCCCCCCCCCC)C1=CC=C(C=C1)[IH+] (4-tridecylphenyl)iodonium